C(C)(=O)C=1C=C(C=CC1)NC(=O)NC=1C=C2C(N(C(N(C2=CC1)CC1=CC=C(C=C1)OC)=O)CCOC)=O 1-(3-Acetylphenyl)-3-(1-(4-methoxybenzyl)-3-(2-methoxyethyl)-2,4-dioxo-1,2,3,4-tetrahydroquinazolin-6-yl)urea